N[C@H]1CN(C[C@@H](C1)F)C(=O)C1=CC2=C(N(C(=N2)C2=CC=3C(=NC=CC3)N2CC2CC2)CC=2C=NN(C2)C=2C(=NC=CC2)O)C(=C1)OC 3-[4-({5-[(3R,5R)-3-amino-5-fluoropiperidine-1-carbonyl]-2-[1-(cyclopropylmethyl)-1H-pyrrolo[2,3-b]pyridin-2-yl]-7-methoxy-1H-1,3-benzodiazol-1-yl}methyl)-1H-pyrazol-1-yl]pyridin-2-ol